[I-].C(C)C(C[NH+](C)CC(CCCC)CC)CCCC Bis(2-ethylhexyl)methylammonium iodide